2-(1,3-dihydro-3-oxo-2H-indole-2-ylidene)-1,2-dihydro-3H-indole-3-one O=C1C(NC2=CC=CC=C12)=C1NC2=CC=CC=C2C1=O